C(C)NC(O[C@H]1C[C@H](CC1)C1=CC(=NN1)NC(CC1=CC(=NC=C1)OC)=O)=O (1R,3S)-3-(3-{[(2-meth-oxypyridin-4-yl)acetyl]-amino}-1H-pyrazol-5-yl)cyclopentyl ethyl-carbamate